iron (iii) chloride hydrate O.[Fe](Cl)(Cl)Cl